N(=C=O)CCOC(C(CCC(=O)OCCN=C=O)N=C=O)=O 2-isocyanatoglutaric acid di(2-isocyanatoethyl) ester